benzyl (2-(2-(2-(4-(1-hydroxyethyl)-3-(trifluoromethyl)phenoxy)ethoxy)ethoxy)ethyl)carbamate OC(C)C1=C(C=C(OCCOCCOCCNC(OCC2=CC=CC=C2)=O)C=C1)C(F)(F)F